C(C)(C)(C)[Si](C1=CC=CC=C1)(C1=CC=CC=C1)OC[C@@H]1OC=CC1 (R)-tert-butyl((2,3-dihydrofuran-2-yl)methoxy)diphenylsilane